OC=1C=C2C(=CC1)C(N(CC21CC1)CC(=O)NC1=NC=CC=N1)=O 2-[6-hydroxy-1-oxospiro[3H-isoquinoline-4,1'-cyclopropane]-2-yl]-N-pyrimidin-2-ylacetamide